ClCCNS(=O)(=O)C1=CC=C(C=C1)CC(C)C N-(2-chloroethyl)-4-isobutylbenzenesulfonamide